FC1=C(C=CC(=C1)F)SC=1N=CC(=NC1)N1CCC2(C(C=3N(N=CC3)C2)N)CC1 1-(5-((2,4-difluorophenyl)thio)pyrazin-2-yl)-4'H,6'H-spiro[piperidine-4,5'-pyrrolo[1,2-b]pyrazol]-4'-amine